COC(C(C(=O)OC)(Br)Br)=O 2,2-Dibromomalonic acid dimethyl ester